ClC=1C=C(C=CC1Cl)[C@H]1[C@@H](C12C(C1=CC=CC=C1C2=O)=O)C(=O)OC methyl (2S,3R)-3-(3,4-dichlorophenyl)-1',3'-dioxo-1',3'-dihydrospiro[cyclopropane-1,2'-indene]-2-carboxylate